O=C1NC2(C(N1CC(=O)NC1=CC=C(C=C1)OC)=O)CCNCC2 2-(2,4-Dioxo-1,3,8-triazaspiro[4.5]decan-3-yl)-N-(4-methoxyphenyl)acetamide